ClC1=CC(=C2C=C(NC2=C1)C(=O)N[C@@H](CC(C)C)C(=O)OC([C@@H](N)C[C@H]1C(NCCC1)=O)=O)OC N-(6-chloro-4-methoxy-1H-indole-2-carbonyl)-L-leucyl-3-[(3S)-2-oxopiperidin-3-yl]-L-alaninate